N-{3-([4-{bis[4-(phenylthio)phenyl]methyl}piperazin-1-yl]methyl)-4-(trifluoromethyl)phenyl}-1-ethyl-N-methylpyrrolidin-3-amine C1(=CC=CC=C1)SC1=CC=C(C=C1)C(N1CCN(CC1)CC=1C=C(C=CC1C(F)(F)F)N(C1CN(CC1)CC)C)C1=CC=C(C=C1)SC1=CC=CC=C1